The molecule is an organophosphonate oxoanion that is the conjugate base of (acetamidomethyl)phosphonic acid, obtained by deprotonation of one of the phosphonate OH groups. It is the major microspecies at pH 7.3 (according to Marvin v 6.2.0.). It derives from a phosphonate(1-). It is a conjugate base of an (acetamidomethyl)phosphonic acid. CC(=O)NCP(=O)(O)[O-]